ClC1=C(C=CC=C1NC=1N=CC=C2C=C(C=NC12)C1NCCC1)C1=C(C(=CC=C1)C=1OC2=C(N1)C=C(C=C2C#N)CN2C[C@@H](CC2)C(=O)O)C (3R)-1-((2-(2'-chloro-2-methyl-3'-(3-(pyrrolidin-2-yl)-1,7-naphthyridin-8-ylamino)biphenyl-3-yl)-7-cyanobenzo[d]oxazol-5-yl)methyl)pyrrolidine-3-carboxylic acid